FC1=C2CN(C(C2=CC=C1CN1CCN(CC1)CC1=C(CCCC1)C1=CC=C(C=C1)F)=O)C1C(NC(CC1)=O)=O 3-(4-fluoro-5-((4-((4'-fluoro-3,4,5,6-tetrahydro-[1,1'-biphenyl]-2-yl)methyl)piperazin-1-yl)methyl)-1-oxoisoindolin-2-yl)piperidine-2,6-dione